FC1=C(C2=CC=C(C(=C2C=C1)OC1=NC=NC=C1C1=NC(=NC=C1)S(=O)C)C)N 2-fluoro-6-methyl-5-(5-(2-methylsulfinylpyrimidin-4-yl)pyrimidin-4-yl)oxynaphthalen-1-amine